2-bromo-5-(difluoromethyl)thiophene BrC=1SC(=CC1)C(F)F